3-(sec-butyl)-N'-cyano-2-oxo-1,2,3,5-tetrahydro-4H-pyrido[3,4-e][1,4]diazepine-4-carboximidamide C(C)(CC)C1N(CC2=C(NC1=O)C=NC=C2)C(N)=NC#N